4-(2-bromo-5-tosyl-5H-pyrrolo[2,3-b]pyrazin-7-yl)-N,N-dimethylbenzamide BrC=1N=C2C(=NC1)N(C=C2C2=CC=C(C(=O)N(C)C)C=C2)S(=O)(=O)C2=CC=C(C)C=C2